ClC=1C(=NC=CC1)C1=NSC(=C1C1CC1)C(=O)O 3-(3-CHLOROPYRIDIN-2-YL)-4-CYCLOPROPYL-ISOTHIAZOLE-5-CARBOXYLIC ACID